4-(benzyloxy)-2,3,6-trimethylbenzaldehyde C(C1=CC=CC=C1)OC1=C(C(=C(C=O)C(=C1)C)C)C